C(C)(C)(C)OC(NC1=CC=C(C2=CC=CC=C12)SC1=CC=C(C=C1)OC)=O (4-((4-methoxyphenyl)sulfanyl)naphthalen-1-yl)carbamic acid tert-butyl ester